C1(=CC=CC=C1)C1=NN=C(S1)NC1=CC=C(C=C1)C 5-phenyl-N-p-tolyl-1,3,4-thiadiazole-2-amine